Dimethyl(2-(5-(3-(trifluoromethyl)phenyl)furan-2-carboxamido)ethyl)sulfonium trifluoromethanesulfonate FC(S(=O)(=O)[O-])(F)F.C[S+](CCNC(=O)C=1OC(=CC1)C1=CC(=CC=C1)C(F)(F)F)C